N1=NC(=CC2=C1C1=C(CCC2)C=CC=C1)N1N=C(N=C1N)NC=1C=CC2=C(CCC(CC2)N(C)CC(=O)O)C1 1-(6,7-dihydro-5H-benzo[6,7]cyclohepta[1,2-c]pyridazin-3-yl)-N3-(7-((carboxymethyl)(methyl)amino)-6,7,8,9-tetrahydro-5H-benzo[7]annulene-2-yl)-1H-1,2,4-triazole-3,5-diamine